2,3-dihydro-1,1-dioxoisothiazole lithium [Li].O=S1(NCC=C1)=O